(S)-N-(4-(3-aminopiperidin-1-yl)-5-(1-(2-methoxy-2-methylpropyl)-1H-pyrazol-4-yl)pyridin-2-yl)-2-(2-fluoro-6-methoxyphenyl)pyrimidin-4-amine N[C@@H]1CN(CCC1)C1=CC(=NC=C1C=1C=NN(C1)CC(C)(C)OC)NC1=NC(=NC=C1)C1=C(C=CC=C1OC)F